Methyl-[2-(1-methyl-1H-benzoimidazol-2-yl)-imidazo[1,2-a]pyridin-7-yl]-amine CNC1=CC=2N(C=C1)C=C(N2)C2=NC1=C(N2C)C=CC=C1